4-(5-chloro-2-(4-(trifluoromethyl)-1H-1,2,3-triazol-1-yl)phenyl)-2,5-dimethoxypyridine ClC=1C=CC(=C(C1)C1=CC(=NC=C1OC)OC)N1N=NC(=C1)C(F)(F)F